N-[3-(difluoromethyl)-1-[4-(hydroxymethyl)cyclohexyl]pyrazol-4-yl]-5-(1-piperidyl)pyrazolo[1,5-a]pyrimidine-3-carboxamide FC(C1=NN(C=C1NC(=O)C=1C=NN2C1N=C(C=C2)N2CCCCC2)C2CCC(CC2)CO)F